N-(4-((3-(2-(((1r,4r)-4-Aminocyclohexyl)amino)pyrimidin-4-yl)pyridin-2-yl)thio)-3-fluorophenyl)benzenesulfonamide sulfur copper-lead-zinc [Zn].[Pb].[Cu].[S].NC1CCC(CC1)NC1=NC=CC(=N1)C=1C(=NC=CC1)SC1=C(C=C(C=C1)NS(=O)(=O)C1=CC=CC=C1)F